Cl.FC=1C=C(C(=O)NCCNC)C=CC1 3-fluoro-N-(2-(methylamino)ethyl)benzamide hydrochloride